FC1=C(OC2=CC=C(C=C2)N2N=C3C(NCC[C@H]3N3CCN(CC3)S(=O)(=O)C3=C(C=CC=C3)[N+](=O)[O-])=C2C(=O)OCC)C=CC=C1 ethyl (7R)-2-[4-(2-fluorophenoxy)phenyl]-7-[4-(2-nitrobenzene-1-sulfonyl)piperazin-1-yl]-4,5,6,7-tetrahydro-2H-pyrazolo[4,3-b]pyridine-3-carboxylate